1-methylcyclopropanol CC1(CC1)O